BrC=1C=C2CCCC(C2=CC1)NC(O[C@@H]1CN2CCC1CC2)=O (S)-quinuclidin-3-yl (6-bromo-1,2,3,4-tetrahydronaphthalen-1-yl)carbamate